(2-hydroxy-3-(piperidin-1-yl)propoxy)-4-methylpiperidine OC(CON1CCC(CC1)C)CN1CCCCC1